5-amino-2-((R)-4-isopropyl-2-oxoimidazolidin-1-yl)-N-methyl-2,3-dihydro-1H-indene-2-carboxamide NC=1C=C2CC(CC2=CC1)(C(=O)NC)N1C(N[C@@H](C1)C(C)C)=O